6-(difluoromethyl)-N-(5-piperazin-1-ylpyridin-2-yl)-8-piperidin-1-ylpyridino[3,4-d]pyrimidin-2-amine FC(C1=CC2=C(N=C(N=C2)NC2=NC=C(C=C2)N2CCNCC2)C(=N1)N1CCCCC1)F